tert-Butyl 2-allyl-3-formyl-6,7-dihydro-2H-pyrazolo[4,3-c]pyridine-5(4H)-carboxylate C(C=C)N1N=C2C(CN(CC2)C(=O)OC(C)(C)C)=C1C=O